5-methyl-1,3-hexanediol CC(CC(CCO)O)C